(2-(4-((tert-butoxycarbonyl)amino)-3-fluorophenyl)thiazole-4-carbonyl)serine C(C)(C)(C)OC(=O)NC1=C(C=C(C=C1)C=1SC=C(N1)C(=O)N[C@@H](CO)C(=O)O)F